C(C)N(C(O)=O)C1(CCN(CC1)C1=NC=C(C=C1)C=1C=2N(C=C(C1)OCC)N=CC2C#N)CN2CCOCC2.ClC2=CC=C(C=N2)CN(C=2C=COC2)CC2=CC(=CC=C2)[N+](=O)[O-] 4-{[(6-Chloropyridin-3-yl)methyl](3-nitrobenzyl)amino}furan ethyl-(1-(5-(3-cyano-6-ethoxypyrazolo[1,5-a]pyridin-4-yl)pyridin-2-yl)-4-(morpholinomethyl)piperidin-4-yl)carbamate